[1,3]Diazepine-5(6H)-yl-sodium N=1C=NC=C(CC1)[Na]